C(CCC)OC1=CC=C(C=C1)CCCC[C@@H](C(=O)O)N1CCN(CCN(CCN(CC1)[C@@H](CO)C(=O)O)[C@@H](CO)C(=O)O)[C@@H](CO)C(=O)O (2S)-6-(4-Butoxyphenyl)-2-{4,7,10-tris[(1S)-1-carboxy-2-hydroxyethyl]-1,4,7,10-tetraazacyclododecane-1-yl}hexanoic acid